4-(4,4-difluorocyclohexyl)-6-(3-fluoropyridin-2-yl)pyrimidin-5-amine FC1(CCC(CC1)C1=NC=NC(=C1N)C1=NC=CC=C1F)F